N-(4-(1-(3-acrylamidophenyl)-2-oxo-1,2-dihydro-3H-imidazo[4,5-c]pyridin-3-yl)phenyl)-2-(trifluoromethyl)benzamide C(C=C)(=O)NC=1C=C(C=CC1)N1C(N(C=2C=NC=CC21)C2=CC=C(C=C2)NC(C2=C(C=CC=C2)C(F)(F)F)=O)=O